ClC=1C=C(C=CC1)C(C(OC(=O)N[C@H](C(=O)OC)CC1(CC1)C)C1=CC=CC=C1)(F)F methyl (2S)-2-(((2-(3-chlorophenyl)-2,2-difluoro-1-phenylethoxy) carbonyl)amino)-3-(1-methylcyclopropyl)propanoate